C(C=C)N(C(C=C)=O)CC1=CC=C(C=C1)Br N-allyl-N-(4-bromobenzyl)acrylamide